2-(benzyl(2-hydroxyethyl)amino)-1-(1-benzyl-1H-pyrazol-4-yl)ethan-1-one C(C1=CC=CC=C1)N(CC(=O)C=1C=NN(C1)CC1=CC=CC=C1)CCO